ClC1=CC=C(C=C1)[C@@]1(N(C(C2=CC(=CC=C12)C(C)(C)O)=O)CC1=CC=C(C=C1)Cl)OCC1(COC1)CO (3R)-3-(4-chlorophenyl)-2-[(4-chlorophenyl)methyl]-3-{[3-(hydroxymethyl)oxetan-3-yl]methoxy}-6-(2-hydroxypropan-2-yl)-2,3-dihydro-1H-isoindol-1-one